CC1=C(OC2=C(C=C(C=C2C1=O)C)[C@@H](C)NC1=CC=C(C(=C1C(=O)OC(C)(C)C)F)F)C1=CC2=CN(N=C2C=C1)C tert-Butyl 6-[[(1R)-1-[3,6-dimethyl-2-(2-methylindazol-5-yl)-4-oxo-chromen-8-yl]ethyl]amino]-2,3-difluoro-benzoate